(1s,4s)-4-((5-([1,2,4]triazolo[1,5-a]pyridin-6-yl)-4-methoxy-7H-pyrrolo[2,3-d]pyrimidin-2-yl)amino)-N,N-dimethylcyclohexane-1-carboxamide N=1C=NN2C1C=CC(=C2)C2=CNC=1N=C(N=C(C12)OC)NC1CCC(CC1)C(=O)N(C)C